cyclohexylamino-sulfonate C1(CCCCC1)NS(=O)(=O)[O-]